2-(5-Cyclopropylpyridin-2-yl)-6-(2,4-dimethylphenyl)-5,6,7,8-tetrahydrophthalazin-1(2H)-one C1(CC1)C=1C=CC(=NC1)N1C(C=2CCC(CC2C=N1)C1=C(C=C(C=C1)C)C)=O